(2-((5-bromo-2-chloropyrimidin-4-yl)amino)-5-methoxyphenyl)dimethylphosphine oxide BrC=1C(=NC(=NC1)Cl)NC1=C(C=C(C=C1)OC)P(C)(C)=O